FC(C1=CC=C(CN2C(=O)C(=O)C3=CC=CC=C23)C=C1)(F)F 1-(4-trifluoromethyl-benzyl)-isatin